5-((5-Formyl-3-(2,2,2-trifluoroethoxy)pyridin-2-yl)oxy)-N-(4-methyl-1,1-dioxidotetrahydro-2H-thiopyran-4-yl)pyrazolo[1,5-a]pyridine-2-carboxamide C(=O)C=1C=C(C(=NC1)OC1=CC=2N(C=C1)N=C(C2)C(=O)NC2(CCS(CC2)(=O)=O)C)OCC(F)(F)F